C(\C=C\C(=O)OC)(=O)OC dimethyl (2e)-but-2-enedioate